3-(5-(((R)-1-(2-(4-ethylpiperazin-1-yl)-5-fluorobenzyl)piperidin-2-yl)methoxy)-1-oxoisoindolin-2-yl)piperidine-2,6-dione C(C)N1CCN(CC1)C1=C(CN2[C@H](CCCC2)COC=2C=C3CN(C(C3=CC2)=O)C2C(NC(CC2)=O)=O)C=C(C=C1)F